N-(1-(tert-butyl)-1H-pyrazol-4-yl)-2-(2-fluoro-4-hydroxy-3-methylphenyl)acetamide C(C)(C)(C)N1N=CC(=C1)NC(CC1=C(C(=C(C=C1)O)C)F)=O